CNC1N(CCC1)C=1N=NC=CN1 3-[(methylamino)pyrrolidin-1-yl]-1,2,4-triazin